C(C)(=O)C1=C(C=C(C=C1)Cl)C1=CC(N(C=C1OC)[C@H](C(=O)NC1=CC2=CN(N=C2C=C1)C)CC1=CC=CC=C1)=O (S)-2-(4-(2-acetyl-5-chlorophenyl)-5-methoxy-2-oxopyridin-1(2H)-yl)-N-(2-methyl-2H-indazol-5-yl)-3-phenylpropanamide